4-trifluoromethylphenylamine hydroiodide I.FC(C1=CC=C(C=C1)N)(F)F